2-(pyridin-3-yl)thiazole-4-Carboxamide N1=CC(=CC=C1)C=1SC=C(N1)C(=O)N